2-butoxy-6-chloro-4-(6-((2-(7-fluoro-4-methoxy-2-methyl-1H-indol-1-yl)ethyl-1,1,2,2-d4)amino)pyrimidin-4-yl)benzoic acid C(CCC)OC1=C(C(=O)O)C(=CC(=C1)C1=NC=NC(=C1)NC(C([2H])([2H])N1C(=CC2=C(C=CC(=C12)F)OC)C)([2H])[2H])Cl